dioctyl-tin formate C(=O)[O-].C(CCCCCCC)[Sn+2]CCCCCCCC.C(=O)[O-]